FC(C=1C(=C(C=C(C1)[N+](=O)[O-])C(C)N[S@](=O)C(C)(C)C)F)F (R)-N-(1-(3-(difluoromethyl)-2-fluoro-5-nitrophenyl)ethyl)-2-methylpropane-2-sulfinamide